3-((1-butyl-1H-tetrazol-5-yl)(4-(3-chloro-5-(trifluoromethyl)pyridin-2-yl)piperazin-1-yl)methyl)phenol C(CCC)N1N=NN=C1C(C=1C=C(C=CC1)O)N1CCN(CC1)C1=NC=C(C=C1Cl)C(F)(F)F